O([C@@H]1[C@H]2[C@H](O2)[C@H](O)[C@H](O1)CO)C methyl 2,3-anhydro-α-D-allopyranoside